ethylene glycol monoisoundecyl ether tert-butyl-7-(4-aminophenyl)-2,7-diazaspiro[3.5]nonane-2-carboxylate C(C)(C)(C)C1N(CC12CCN(CC2)C2=CC=C(C=C2)N)C(=O)OCCOCCCCCCCCC(C)C